3-{[(2-{bis[(4-methoxyphenyl)methyl]amino}pyridin-3-yl)methyl]amino}propan-1-ol COC1=CC=C(C=C1)CN(C1=NC=CC=C1CNCCCO)CC1=CC=C(C=C1)OC